5-{[3-({4-[({2-chloro-[1,1'-biphenyl]-4-yl}methyl)amino]butyl}amino)propyl]amino}benzo[c]2,6-naphthyridine-8-carboxylic acid ClC1=C(C=CC(=C1)CNCCCCNCCCNC1=NC2=C(C3=CN=CC=C13)C=CC(=C2)C(=O)O)C2=CC=CC=C2